C1=CC=CC=2C3=CC=CC=C3N(C12)C1=CC=C(C=C1)C1=C(C(=C(C(=N1)N1C2=CC=C(C=C2C=2C=C(C=CC12)C#N)C#N)N1C2=CC=C(C=C2C=2C=C(C=CC12)C#N)C#N)C1=C(C=CC=C1)C1=CC=CC=C1)N1C2=CC=C(C=C2C=2C=C(C=CC12)C#N)C#N 9,9',9''-(6-(4-(9H-carbazol-9-yl)phenyl)-4-([1,1'-biphenyl]-2-yl)pyridine-2,3,5-triyl)tris(9H-carbazole-3,6-dicarbonitrile)